C(C)(C)(C)OC(=O)NC1CC(C1)C(=O)OC 1-Methyl (1R,3R)-3-((tert-butoxycarbonyl)amino)cyclobutane-1-carboxylate